F[C@H]1\C(\C[C@@]2(CC[C@H]1N2)C)=C/C2=CN=C(N=N2)C2=C(C=C(C=C2)N2C=NC=C2)O 2-(6-((Z)-((1S,4S,5R)-4-fluoro-1-methyl-8-azabicyclo[3.2.1]octan-3-ylidene)methyl)-1,2,4-triazin-3-yl)-5-(1H-imidazol-1-yl)phenol